N1=C(C=CC=C1)C1C(CCCC1)=O 2-(pyridine-2-yl)cyclohexane-1-one